C1(CC1)N1N=C(C=C1)C=1N(C(=C(C(N1)=O)CC1=CC(=C(C=C1)C1=C(C(=NC=C1)F)C)F)O)C1=C(C=CC=C1CC)CC 2-(1-cyclopropyl-1H-pyrazol-3-yl)-1-(2,6-diethylphenyl)-5-(3-fluoro-4-(2-fluoro-3-methylpyridin-4-yl)benzyl)-6-hydroxypyrimidin-4(1H)-one